N-methyl-mercapto-acetamide CNC(CS)=O